(s)-2-(5,7-dichloro-3-((3-hydroxy-4-methoxybenzyl)amino)benzisothiazole-6-carboxamido)-3-(3-(methylsulfonyl)phenyl)propanoic acid ClC=1C(=C(C2=C(C(=NS2)NCC2=CC(=C(C=C2)OC)O)C1)Cl)C(=O)N[C@H](C(=O)O)CC1=CC(=CC=C1)S(=O)(=O)C